C(C)[N+](\C=C\COC(C(C)(C)C)=O)(CC)[O-] (E)-N,N-diethyl-3-(pivaloyloxy)prop-1-en-1-amine oxide